N'-((4R,E)-2-(8-cyanoquinolin-5-yl)-4-methyloctahydro-8H-pyrido[1,2-a]pyrazin-8-ylidene)-4-methylbenzenesulfonohydrazide C(#N)C=1C=CC(=C2C=CC=NC12)N1CC2N([C@@H](C1)C)CC/C(/C2)=N\NS(=O)(=O)C2=CC=C(C=C2)C